1-(2-(5-(3,4-Difluorophenyl)-1H-imidazol-2-yl)piperidin-1-yl)-2-methylbut-3-en-1-one FC=1C=C(C=CC1F)C1=CN=C(N1)C1N(CCCC1)C(C(C=C)C)=O